C(C)(C)(C)OC(NC1CCN(CC1)C1=C(C=CC=C1F)Br)=O [1-(2-Bromo-6-fluoro-phenyl)-piperidin-4-yl]-carbamic acid tert-butyl ester